ClCC1=CC=CC2=C1N=C(O2)C 4-(chloromethyl)-2-methylbenzo[d]oxazole